N-(5-(2-(azepan-1-yl)acetamido)-2-methylpyridin-3-yl)-2-(6,7-dihydro-5H-pyrazolo[5,1-b][1,3]oxazin-3-yl)pyrazolo[5,1-b]thiazole-7-carboxamide N1(CCCCCC1)CC(=O)NC=1C=C(C(=NC1)C)NC(=O)C=1C=NN2C1SC(=C2)C=2C=NN1C2OCCC1